(2-(3-Hydroxypyrrolidin-1-yl)pyridin-4-yl)-8-(trifluoromethoxy)dibenzo[b,f][1,4]oxazepin OC1CN(CC1)C1=NC=CC(=C1)C1=CC=CC2=C1C=NC1=C(O2)C=CC(=C1)OC(F)(F)F